IC(C(=O)O)CCCCCCCCCCCCCCCC mono-iodostearic acid